2-propoxymethylethylene oxide C(CC)OCC1CO1